(S)-2-amino-3-(1-(2-(tert-butoxy)-2-oxoethyl)-1H-indazol-3-yl)propionic acid N[C@H](C(=O)O)CC1=NN(C2=CC=CC=C12)CC(=O)OC(C)(C)C